The molecule is an organosulfate oxoanion that is the conjugate base of (3E)-dec-3-en-1-yl hydrogen sulfate. It has been isolated from Daphnia pulex and has been shown to cause morphological changes in the green alga Scenedesmus gutwinskii. It has a role as a Daphnia pulex metabolite and a kairomone. It is a conjugate base of a (3E)-dec-3-en-1-yl hydrogen sulfate. CCCCCC/C=C/CCOS(=O)(=O)[O-]